C1(=CC=CC=C1)C1(COCC1)C=O (3-phenyltetrahydrofuran-3-yl)methanone